BrC=1C(=C(N)C(=CC1)OC)F 3-Bromo-2-fluoro-6-methoxyaniline